[2-(dimethylamino)ethyl]-3,4-phenanthrenediol CN(CCC1=CC(=C(C=2C3=CC=CC=C3C=CC12)O)O)C